5-((S)-3-(((1-(2-(4-(4-chloro-1,2-bis(4-hydroxyphenyl)but-1-en-1-yl)phenoxy)ethyl)piperidin-4-yl)methyl)amino)piperidin-1-yl)-2-(2,6-dioxopiperidin-3-yl)isoindoline-1,3-dione ClCCC(=C(C1=CC=C(C=C1)O)C1=CC=C(OCCN2CCC(CC2)CN[C@@H]2CN(CCC2)C=2C=C3C(N(C(C3=CC2)=O)C2C(NC(CC2)=O)=O)=O)C=C1)C1=CC=C(C=C1)O